2-methyl-N1-(2-methyl-1-morpholinyl-2-propyl)-1,2-propanediamine CC(CNC(CN1CCOCC1)(C)C)(C)N